C(C)(C)(C)OC(CC[C@@H](C(=O)N)N1C(C2=CC(=C(C(=C2C1)O)Br)F)=O)=O.N1N=C(N=C1)C1CNCCC1 3-(1H-1,2,4-triazol-3-yl)piperidine tert-butyl-(S)-5-amino-4-(5-bromo-6-fluoro-4-hydroxy-1-oxoisoindolin-2-yl)-5-oxopentanoate